CN1C=NC2=C1C=CC(=C2)C2=NC(=NC=C2N)NC2=CC=C(C=C2)N2CCN(CC2)C 4-(1-methyl-1H-benzo[d]imidazol-5-yl)-N2-(4-(4-methylpiperazin-1-yl)phenyl)pyrimidine-2,5-diamine